dimethyl 3,4-dihydro-2H-pyran-5,6-dicarboxylate O1CCCC(=C1C(=O)OC)C(=O)OC